N-(3-indolylacetyl)-L-leucine N1C=C(C2=CC=CC=C12)CC(=O)N[C@@H](CC(C)C)C(=O)O